C12(CC(C1)C2)C(=O)N2[C@H]([C@H](C(C2)(F)F)NS(=O)(=O)CC)CC2=CC(=CC=C2)C2=NC=CC(=C2)C N-[(2S,3R)-1-(bicyclo[1.1.1]pentane-1-carbonyl)-4,4-difluoro-2-{[3-(4-methylpyridin-2-yl)phenyl]methyl}pyrrolidin-3-yl]ethanesulfonamide